CN1N=C(C(=C1)C1=C2CCN(C(C2=CC(=C1)CN1C(=NC=C1)C)=O)[C@@H](C)C1=NC=C(C#N)C(=C1)OCC)C (S)-6-(1-(5-(1,3-dimethyl-1H-pyrazol-4-yl)-7-((2-methyl-1H-imidazol-1-yl)methyl)-1-oxo-3,4-dihydroisoquinolin-2(1H)-yl)ethyl)-4-ethoxynicotinonitrile